N(=C=O)CCCCCCCCCCN=C=O 1,10-diisocyanato-decane